ClC=1C=C2C(=C3C4(NC(NC13)=O)CCCCC4)OC(=C2)C(=O)N2CCN(CC2)CC=2OC=CC2 5'-chloro-2'-[4-(furan-2-ylmethyl)piperazine-1-carbonyl]-7',8'-dihydro-6'H-spiro[cyclohexane-1,9'-furo[2,3-f]quinazoline]-7'-one